(2S,3R,4S,5R)-2-[4-(cyclopentylamino)quinazolin-7-yl]-5-(hydroxymethyl)oxolane-3,4-diol C1(CCCC1)NC1=NC=NC2=CC(=CC=C12)[C@@H]1O[C@@H]([C@H]([C@H]1O)O)CO